ON(C(C(CC)(C)C)=O)CC1=C(C(=CC(=C1)F)F)F N-hydroxy-2,2-dimethyl-N-(2,3,5-trifluorobenzyl)butanamide